FC(C1=CC=C(C=C1)NC=1SC=C(N1)C1=NC=CC=C1)(F)F 2-(4-trifluoromethylphenylamino)-4-(pyridin-2-yl)thiazole